C(CNC(OC(C)(C)C)=O)NC(OCC1=CC=C(C=C1)NC([C@H](C)NC([C@H](C(C)C)N)=O)=O)=O 4-((S)-2-((S)-2-amino-3-methylbutanamido)propanamido)benzyl tert-butyl ethane-1,2-diyldicarbamate